F[C@H]1[C@H](C[C@@]2(CC[C@H]1N2)C)OC=2N=NC(=CN2)C=2C=C1C=CN=CC1=CC2O 6-(3-(((1S,3S,4R,5R)-4-fluoro-1-methyl-8-azabicyclo[3.2.1]octan-3-yl)oxy)-1,2,4-triazin-6-yl)isoquinolin-7-ol